CN1N=C(C(=C1)C1=NC=NC2=CC(=C(C=C12)N)C1=NN(C=C1)C)C 4-(1,3-dimethyl-1H-pyrazol-4-yl)-7-(1-methyl-1H-pyrazol-3-yl)quinazolin-6-amine